(S)-5-((((2',2''-dimethyl-3''-(3-(((((S)-5-oxopyrrolidin-2-yl)methyl)amino)methyl)-[1,2,4]triazolo[4,3-a]pyridin-7-yl)-[1,1':3',1''-terphenyl]-4-yl)methyl)amino)methyl)pyrrolidin-2-one CC1=C(C=CC=C1C1=C(C(=CC=C1)C1=CC=2N(C=C1)C(=NN2)CNC[C@H]2NC(CC2)=O)C)C2=CC=C(C=C2)CNC[C@@H]2CCC(N2)=O